tert-butyl (2R)-2-(dimethylcarbamoyl)piperidine-1-carboxylate CN(C(=O)[C@@H]1N(CCCC1)C(=O)OC(C)(C)C)C